1-bromo-2-chloro-4-[(E)-2-methoxyvinyl]benzene BrC1=C(C=C(C=C1)\C=C\OC)Cl